C(C)(C)(C)OC(=O)N1CCC=C(C1C(N)=O)C 6-carbamoyl-5-methyl-3,6-dihydropyridine-1(2H)-carboxylic acid tert-butyl ester